C[S@](=O)(=N)C1=C(C(=O)N)C=CC=N1 ((R)-S-methylsulfonimidoyl)nicotinamide